2-((1s,4s)-4-(6-fluoroquinolin-4-yl)cyclohexyl)propanoic acid FC=1C=C2C(=CC=NC2=CC1)C1CCC(CC1)C(C(=O)O)C